C1(CC1)C1=C(C=C(C(=C1)[N+](=O)[O-])OC)N1CCC2(CCN(CC2)CC2CCN(CC2)C=2C=C3C(N(C(C3=CC2)=O)C2C(NC(CC2)=O)=O)=O)CC1 5-(4-((9-(2-cyclopropyl-5-methoxy-4-nitrophenyl)-3,9-diazaspiro[5.5]undecan-3-yl)methyl)piperidin-1-yl)-2-(2,6-dioxopiperidin-3-yl)isoindoline-1,3-dione